[N+](=[N-])=CC(=O)N diazoacetamide